(2S,3R)-2-amino-6-borono-3-(ureidomethyl)hexanoic acid N[C@H](C(=O)O)[C@H](CCCB(O)O)CNC(=O)N